C(C)N(CC)C1=C(C2=CC=CC=C2C=C1)S(=O)(=O)Cl N,N-diethylaminonaphthalenesulfonyl chloride